C(C#C)OCCN(C1=CC=C(C=O)C=C1)C 4-((2-(2-propynyloxy)ethyl)methylamino)benzaldehyde